ClC1=NC=C(C(=C1)NCC(COC1=C(C=NN1C)C1=NC=CC(=N1)N)(C)C)C1=NC=C(N=C1)OC1COC1 2-(5-(3-((2-chloro-5-(5-(oxetan-3-yloxy)pyrazin-2-yl)pyridin-4-yl)amino)-2,2-dimethylpropoxy)-1-methyl-1H-pyrazol-4-yl)pyrimidin-4-amine